C(C)(C)C1=CC=C(C=C1)C1=CC(=CC=C1)S(=O)(=O)N1CC(CCC1)C1=C(OCC(C(=O)NS(=O)(=O)C=2SC=CC2)C)C=CC=C1 3-(1-((4'-isopropyl-[1,1'-biphenyl]-3-yl)sulfonyl)piperidin-3-ylphenoxy)-2-methyl-N-(thiophen-2-ylsulfonyl)propionamide